methyl 3-(2-((benzhydryl) amino)-3-pyridinyl)-2-methylpropionate C(C1=CC=CC=C1)(C1=CC=CC=C1)NC1=NC=CC=C1CC(C(=O)OC)C